FC1(CCC(CC1)N1N=C(C=2C1=NC(=NC2)NC=2C(=CC=1N(C2)C=CN1)C)C)F 1-(4,4-difluorocyclohexyl)-3-methyl-N-[7-methylimidazo[1,2-a]pyridin-6-yl]pyrazolo[3,4-d]pyrimidin-6-amine